OC(CN(CCCC(=O)OCCN1CCN(CC1)CCSSCCCCN(CC(CCCCCCCCCC)O)CC(CCCCCCCCCC)O)CC(CCCCCC\C=C/CCCCCCCC)O)CCCCCC\C=C/CCCCCCCC 2-(4-(2-((4-(Bis(2-hydroxydodecyl)amino)butyl)disulfaneyl)ethyl)piperazin-1-yl)ethyl 4-(bis((Z)-2-hydroxyoctadec-9-en-1-yl)amino)butanoate